C(#N)C(C(=O)N)=C 2-cyano-2-propenamide